tert-butyl (2R,5R)-4-(1-(3-bromo-2-cyanophenyl)-3,3-dimethyl-2-oxoindolin-6-yl)-2,5-dimethylpiperazine-1-carboxylate BrC=1C(=C(C=CC1)N1C(C(C2=CC=C(C=C12)N1C[C@H](N(C[C@H]1C)C(=O)OC(C)(C)C)C)(C)C)=O)C#N